N-((6-(tert-butyl)-3-methoxypyridin-2-yl)sulfonyl)-5-(1H-pyrazol-1-yl)quinoline-2-carboxamide C(C)(C)(C)C1=CC=C(C(=N1)S(=O)(=O)NC(=O)C1=NC2=CC=CC(=C2C=C1)N1N=CC=C1)OC